N1=CC(=CC2=CC=CC=C12)C(C=C)=O 1-(quinolin-3-yl)prop-2-en-1-one